ClC=1C=C2C(=CNC2=CC1F)C1N(CC2=CC(=CC=C12)N1CCCCC1)C(=O)N (5-chloro-6-fluoro-1H-indol-3-yl)-5-(piperidin-1-yl)isoindoline-2-carboxamide